tert-butyl (E)-(4-oxo-4-(((1-(4-(trifluoromethyl)phenyl)-1,2,3,4-tetrahydroquinolin-3-yl)methyl)amino)but-2-en-1-yl)carbamate O=C(/C=C/CNC(OC(C)(C)C)=O)NCC1CN(C2=CC=CC=C2C1)C1=CC=C(C=C1)C(F)(F)F